CC(=N)N(C)C N,N-dimethylacetamidine